8-(trifluoromethyl)-2,3,4,4a,6,10b-hexahydro-1H-isochromeno[4,3-b]pyridine FC(C=1C=CC2=C(C1)COC1C2NCCC1)(F)F